C1(CCCCCCCCCCCCCCCCCC1)OB(O)O cyclononadecyl-boric acid